NC=1C(=C(C(=C(C(=O)NC=2C=C(C=CC2N2CCN(CC2)C)N2N=NC(=C2)C(=O)O)C1)Cl)C)F 1-(3-(5-amino-2-chloro-4-fluoro-3-methylbenzamido)-4-(4-methylpiperazin-1-yl)phenyl)-1H-1,2,3-triazole-4-carboxylic acid